[SiH3]S silane-thiol